FC=1C=CC=2N(C1)N=CC2C(=O)NC2=C(C=CC(=C2)C2=NN(C=N2)C)C 6-Fluoro-N-(2-methyl-5-(1-methyl-1H-1,2,4-triazol-3-yl)phenyl)pyrazolo[1,5-a]pyridine-3-carboxamide